FC=1C(=NC(=NC1)C1=C(C=CC=C1)C)NC=1C=C2C=NNC2=CC1 N-(5-Fluoro-2-(methylphenyl)pyrimidin-4-yl)-1H-indazol-5-amine